2-[2-[4-(3-chloro-1,2,4-triazol-1-yl)-3-methoxy-anilino]-5-[(1S)-2,2,2-trifluoro-1-methyl-ethoxy]-[1,2,4]triazolo[1,5-a]pyridin-8-yl]propan-2-ol ClC1=NN(C=N1)C1=C(C=C(NC2=NN3C(C(=CC=C3O[C@H](C(F)(F)F)C)C(C)(C)O)=N2)C=C1)OC